(7R,14R)-11-(4-((dimethylphosphoryl)methyl)phenyl)-6-(methyl-d3)-5-oxo-5,6,7,14-tetrahydro-7,14-methanobenzo[f]benzo[4,5]imidazo[1,2-a][1,4]diazocin-1-yl trifluoromethanesulfonate FC(S(=O)(=O)OC1=CC=CC=2C(N([C@H]3C=4N([C@@H](C21)C3)C3=C(N4)C=CC(=C3)C3=CC=C(C=C3)CP(=O)(C)C)C([2H])([2H])[2H])=O)(F)F